CN1[C@@H]2CN([C@H](C1)C2)C2=CC=CC=1NC=NC12 4-((1S,4S)-5-methyl-2,5-diazabicyclo[2.2.1]Hept-2-yl)-1H-benzo[d]Imidazole